C(CCCC)N(C(=O)N(CCCCC)CCCCC)CCCCC N,N,N',N'-tetrapentylurea